The molecule is a carbohydrate acid derivative anion that is the conjugate base of 2-O-[alpha-D-mannosyl-(1->2)-alpha-D-glucosyl]-D-glyceric acid, obtained by deprotonation of the carboxy group; major species at pH 7.3. It is a carbohydrate acid derivative anion and a monocarboxylic acid anion. It is a conjugate base of a 2-O-[alpha-D-mannosyl-(1->2)-alpha-D-glucosyl]-D-glyceric acid. C([C@@H]1[C@H]([C@@H]([C@@H]([C@H](O1)O[C@@H]2[C@H]([C@@H]([C@H](O[C@@H]2O[C@H](CO)C(=O)[O-])CO)O)O)O)O)O)O